2-benzoyl-benzene-1,3-dicarboxylic acid C(C1=CC=CC=C1)(=O)C1=C(C=CC=C1C(=O)O)C(=O)O